F[C@H]1COCC[C@@H]1N1N=C2N=C(C=CC2=C1)C1=C(C=C(C=C1C)C(F)(F)F)O 2-(2-((3R,4S)-3-fluorotetrahydro-2H-pyran-4-yl)-2H-pyrazolo[3,4-b]pyridin-6-yl)-3-methyl-5-(trifluoromethyl)phenol